N-(di-p-tolylmethyl)-2-oxo-4-(trifluoromethyl)-1,2-dihydropyridine-3-carboxamide C1(=CC=C(C=C1)C(NC(=O)C=1C(NC=CC1C(F)(F)F)=O)C1=CC=C(C=C1)C)C